C1(CCCC1)C=1C(=CC(N(C1)C)=O)C=1C2=C(C(N(C1)C)=O)N(C(=C2)C2=CC(=NC(=C2)C)C)S(=O)(=O)C2=CC=C(C=C2)C 5-cyclopentyl-4-[2-(2,6-dimethylpyridin-4-yl)-6-methyl-1-(4-methylbenzenesulfonyl)-7-oxopyrrolo[2,3-C]pyridin-4-yl]-1-methylpyridin-2-one